3-dimethylaminoaniline CN(C=1C=C(N)C=CC1)C